Methyl 6-chloro-3-[[(1R)-1-[6-methyl-2-(2-methylthiazolo[5,4-b]pyridin-5-yl)-4-oxo-chromen-8-yl]ethyl]amino]pyridine-2-carboxylate ClC1=CC=C(C(=N1)C(=O)OC)N[C@H](C)C=1C=C(C=C2C(C=C(OC12)C1=CC=C2C(=N1)SC(=N2)C)=O)C